Trifluoromethyl-Thianthrenium Triflate [O-]S(=O)(=O)C(F)(F)F.FC(F)(F)C1=CC=CC=2[SH+]C3=CC=CC=C3SC12